BrC1=C(C=C2C(=NC(=NC2=C1F)Cl)N1CC2CC(C(C1)N2C(=O)OC(C)(C)C)O)Cl tert-butyl 3-(7-bromo-2,6-dichloro-8-fluoro-quinazolin-4-yl)-6-hydroxy-3,8-diazabicyclo[3.2.1]octane-8-carboxylate